COC(C1=NC=C(C=C1C(C)C)C1=NC=C(C=N1)N(C)C(=O)OC(C)(C)C)=O.BrC1=CC=C(C=C1)NN=C1CCC(CC1)=NNC1=CC=C(C=C1)Br 1,4-bis(2-(4-bromophenyl)hydrazineylidene)cyclohexane Methyl-5-(5-((tert-butoxycarbonyl)(methyl)amino)pyrimidin-2-yl)-3-isopropylpicolinate